C(C(C)C)O[Ti](OCC)(OCC)OCC(C)C Diisobutoxydiethoxytitanium